rac-(1S*,2S*)-2-(5-chloro-2-(trifluoromethyl)phenyl)cyclopropane-1-carboxylic acid ClC=1C=CC(=C(C1)[C@@H]1[C@H](C1)C(=O)O)C(F)(F)F |r|